ClC1=C(C=C(C=N1)OC=1C=CC=C2CC(COC12)NC(C=C)=O)C N-[8-{(6-chloro-5-methylpyridin-3-yl)oxy}chroman-3-yl]acrylamide